6-ethoxy-N-isopropyl-8-(4-(trifluoromethyl)phenyl)quinoline-3-carboxamide C(C)OC=1C=C2C=C(C=NC2=C(C1)C1=CC=C(C=C1)C(F)(F)F)C(=O)NC(C)C